tert-butyl (5-((2-(5-methyl-1,3,4-oxadiazol-2-yl)-6-nitrophenyl)amino)hexyl)carbamate CC1=NN=C(O1)C1=C(C(=CC=C1)[N+](=O)[O-])NC(CCCCNC(OC(C)(C)C)=O)C